NC1=C2C(=NC=N1)N(N=C2C=2NC1=CC(=CC=C1C2Cl)C(=O)NC)CCN 2-[4-amino-1-(2-aminoethyl)pyrazolo[3,4-d]pyrimidin-3-yl]-3-chloro-N-methyl-1H-indole-6-carboxamide